COC=1C=C2C=CC(=CC2=CC1)C=1N=CN(C1)C=1C=C2CN(C(C2=CC1)=O)C1C(N(C(CC1)=O)CC1=CC=C(C=C1)OC)=O 3-{5-[4-(6-methoxynaphthalen-2-yl)imidazol-1-yl]-1-oxo-3H-isoindol-2-yl}-1-[(4-methoxyphenyl)methyl]piperidine-2,6-dione